FC=1C=C(C=CC1)N1C(N([C@H](C1)C#N)C1=CN=CC2=CC=CC=C12)=O (R)-1-(3-fluorophenyl)-3-(isoquinolin-4-yl)-2-oxoimidazolidine-4-carbonitrile